(S)-N-(1-(3-(1-benzoyl-3-(3,4-dichlorophenyl)piperidin-3-yl)propyl)-4-phenylpiperidin-4-yl)acetamide C(C1=CC=CC=C1)(=O)N1C[C@@](CCC1)(C1=CC(=C(C=C1)Cl)Cl)CCCN1CCC(CC1)(C1=CC=CC=C1)NC(C)=O